ClC1=C2C(=CNC2=C(C=C1)N1C[C@@H](OCC1)C1=CC=C(C=C1)N1CCC(CC1)CN1CCC(CC1)N1C=CC2=C(C=CC=C12)N1C(NC(CC1)=O)=O)C#N |o1:12| 4-Chloro-7-[(2S*)-2-{4-[4-({4-[4-(2,4-dioxo-1,3-diazinan-1-yl)-1H-indol-1-yl]piperidin-1-yl}methyl)piperidin-1-yl]phenyl}morpholin-4-yl]-1H-indole-3-carbonitrile